N-[(1S)-1-cyano-2-[(3S)-2-oxopyrrolidin-3-yl]ethyl]-3-azabicyclo[3.2.0]heptane-2-carboxamide C(#N)[C@H](C[C@H]1C(NCC1)=O)NC(=O)C1C2CCC2CN1